[N+](=O)([O-])C1=CC=C(C=C1)/C=C/CO (E)-3-(4-(nitro)phenyl)-2-propen-1-ol